1-benzyloxymethylpseudouridine C(C1=CC=CC=C1)OCN1C=C([C@H]2[C@H](O)[C@H](O)[C@@H](CO)O2)C(NC1=O)=O